ClC=1C=C2C(=NC(N3C2=C(C1C1=C(C=C(C=C1)F)F)SC[C@H](C3)OC)=O)N3C[C@@H](N[C@@H](C3)C)C (3s)-10-chloro-11-(2,4-difluorophenyl)-8-((3S,5R)-3,5-dimethylpiperazin-1-yl)-3-methoxy-3,4-dihydro-2H,6H-[1,4]thiazepino[2,3,4-ij]quinazolin-6-one